Tert-butyl (s)-(1-(4-((5,13,13,14,14-pentamethyl-7-methylene-6,9-dioxo-2,12-dioxa-5,8-diaza-13-silapentadecan-10-yl)carbamoyl)thiazol-2-yl)piperidin-4-yl)carbamate CN(CCOC)C(C(NC([C@H](CO[Si](C(C)(C)C)(C)C)NC(=O)C=1N=C(SC1)N1CCC(CC1)NC(OC(C)(C)C)=O)=O)=C)=O